C(C)(C)(C)OC(=O)N[C@H]1CNCC1 (R)-3-tert-butoxycarbonylaminopyrrolidine